FC1=CC=C2C(=CNC2=C1)CCNC1=NC(=NC2=C1OCCN2)C=2C(=NC=CC2)O 3-(4-((2-(6-fluoro-1H-indol-3-yl)ethyl)amino)-7,8-dihydro-6H-pyrimido[5,4-b][1,4]oxazin-2-yl)pyridin-2-ol